BrC=1C(N(C(=NC1C)Cl)C)=O 5-bromo-2-chloro-3,6-dimethylpyrimidin-4(3H)-one